O1CCN(CC1)C1=C2N=C(NC2=NC=N1)N1CCC(CC1)NC(NC1=NC=CC(=C1)N1CC(C1)NC(C=C)=O)=O N-(1-(2-(3-(1-(6-morpholino-9H-purin-8-yl)piperidin-4-yl)ureido)pyridin-4-yl)azetidin-3-yl)acrylamide